C(C1=CC=CC=C1)OC(=O)N[C@](C(=O)OC(C)C)(CC(C)(C)C)C=1C=C2C=CC(N(C2=CC1)C)=O isopropyl (R)-2-(((benzyloxy)carbonyl)amino)-4,4-dimethyl-2-(1-methyl-2-oxo-1,2-dihydroquinolin-6-yl)pentanoate